BrC1=CC=C2C=C(N(C2=C1)C(=O)OC(C)(C)C)C(=O)OCC 1-tert-butyl 2-ethyl 6-bromoindole-1,2-dicarboxylate